2,5-Dichloro-3-thiophenylsulfonyl chloride ClC=1SC(=CC1S(=O)(=O)Cl)Cl